6-fluoroquinazolin-4(3H)-one tert-Butyl-((2S,4R)-2-(2,5-difluorophenyl)-1-((R)-10-((6-oxo-4-phenylpyrimidin-1(6H)-yl)methyl)-7-azaspiro[4.5]decane-7-carbonyl)piperidin-4-yl)glycinate C(C)(C)(C)N(CC(=O)O)[C@H]1C[C@H](N(CC1)C(=O)N1CC2(CCCC2)[C@@H](CC1)CN1C=NC(=CC1=O)C1=CC=CC=C1)C1=C(C=CC(=C1)F)F.FC=1C=C2C(NC=NC2=CC1)=O